ClC1=C2C=C(NC2=CC=C1F)C(=O)OCC 2-Ethyl 4-chloro-5-fluoro-1H-indole-2-carboxylate